Cl.C1(CC1)OC1CNC1 3-(cyclopropyloxy)azetidine hydrochloride